Cl.FCCOC[C@H](N)C(=O)OCC1=CC(=NC(=C1)Cl)Cl (2,6-Dichloropyridin-4-yl)methyl O-(2-fluoroethyl)-L-serinate hydrochloride